N-[4-methyl-1-[(4-methyl-1-oxopentan-2-yl)amino]-1-oxopentan-2-yl]carbamate CC(CC(C(=O)NC(C=O)CC(C)C)NC([O-])=O)C